2-((4,4-difluoro-4,5,6,7-tetrahydropyrazolo[1,5-a]pyridin-2-yl)amino)-6-((3-(methoxymethyl)-1H-pyrazolo[3,4-b]pyridin-5-yl)oxy)-1-methyl-1H-imidazo[4,5-b]pyridine-7-carbonitrile FC1(C=2N(CCC1)N=C(C2)NC=2N(C=1C(=NC=C(C1C#N)OC=1C=C3C(=NC1)NN=C3COC)N2)C)F